1-(3-((3-(2,4-difluorobenzyl)-4-methyl-2-oxo-2H-chromen-7-yl)oxy)-2-hydroxypropyl)piperidine-4-carboxamide FC1=C(CC=2C(OC3=CC(=CC=C3C2C)OCC(CN2CCC(CC2)C(=O)N)O)=O)C=CC(=C1)F